1H,5H-benzo(1,2-d:4,5-d')bistriazole N1N=NC2=C1C=C1N=NNC1=C2